N-[2-[2-[[2-[2,6-bis(oxidanylidene)piperidin-3-yl]-1-oxidanylidene-3H-isoindol-5-yl]oxy]ethoxy]ethyl]-N-[4-[4-(6-fluoranyl-1,3-benzothiazol-2-yl)phenyl]pyridin-2-yl]carbamate O=C1NC(CCC1N1C(C2=CC=C(C=C2C1)OCCOCCN(C([O-])=O)C1=NC=CC(=C1)C1=CC=C(C=C1)C=1SC2=C(N1)C=CC(=C2)F)=O)=O